trans-8-benzyl-8-dimethylamino-3-[2-(trifluoromethyl)-pyrimidin-5-yl]-1,3-diazaspiro[4.5]decan-2-one C(C1=CC=CC=C1)C1(CCC2(CN(C(N2)=O)C=2C=NC(=NC2)C(F)(F)F)CC1)N(C)C